ClC=1C=C(C(=O)N2CC=3C(=NN4C3C(N(C[C@H]4C(=O)NC)[C@H](C)C=4C=NC(=CC4)OC)=O)C[C@H]2C)C=CC1Cl |o1:21| (3R,7S)-2-(3,4-Dichlorobenzoyl)-9-((R*)-1-(6-methoxypyridin-3-yl)ethyl)-N,3-dimethyl-10-oxo-1,2,3,4,7,8,9,10-octahydropyrido[4',3':3,4]pyrazolo[1,5-a]pyrazine-7-carboxamide